C(N)(=O)C1CC2(CC(C2)NC(=O)[C@H]2N(C[C@@H](C2)O)C([C@H](C(C)(C)C)N2N=NC(=C2)C2CC2)=O)C1 (2S,4R)-N-(6-carbamoylspiro[3.3]heptan-2-yl)-1-[(2S)-2-(4-cyclopropyltriazol-1-yl)-3,3-dimethyl-butanoyl]-4-hydroxy-pyrrolidine-2-carboxamide